5-(4-(trifluoromethyl)-1H-imidazol-2-yl)pyridin-2-ol Natrium phosphat P(=O)([O-])([O-])[O-].[Na+].FC(C=1N=C(NC1)C=1C=CC(=NC1)O)(F)F.[Na+].[Na+]